Cl.FC1(CCC(CC1)N1N=CC=2C1=NC(=NC2)NC2=C(C=C1CCN(CC1=C2)C)OC)F N-[1-(4,4-difluorocyclohexyl)pyrazolo[3,4-d]pyrimidin-6-yl]-6-methoxy-2-methyl-3,4-dihydro-1H-isoquinolin-7-amine hydrochloride